C1(=CC=CC2=CC=CC=C12)C(N)C1CCOCC1 Naphthalen-1-yl(tetrahydro-2H-pyran-4-yl)methanamine